(2-(isoindolin-2-yl)ethyl)-4-(4-(4-(methylsulfonyl)benzyloxy)phenyl)-1H-imidazole-1-carboxamide C1N(CC2=CC=CC=C12)CCC=1N(C=C(N1)C1=CC=C(C=C1)OCC1=CC=C(C=C1)S(=O)(=O)C)C(=O)N